C(N)(=N)C1=CC(=CS1)C=1C=C(C=CC1)NC(C(C)(C)OC1=CC(=C(C=C1)Cl)F)=O N-(3-(5-carbamimidoylthiophen-3-yl)phenyl)-2-(4-chloro-3-fluorophenoxy)-2-methylpropanamide